C(C)(CC)C(C(=O)OCCC)(C(C(=O)OCCC)C(C)CC)C#N di-n-propyl 2,3-di-sec-butyl-2-cyanosuccinate